C(C)(=O)NC1=CC=CC(=N1)NS(=O)(=O)C1(CC1)CN1C(C2=C(CC1)C(=NN2C)C(=O)NCC2=CC=C(C=C2)C#N)=O 6-((1-(N-(6-acetamidopyridin-2-yl)sulfamoyl)cyclopropyl)methyl)-N-(4-cyanobenzyl)-1-methyl-7-oxo-4,5,6,7-tetrahydro-1H-pyrazolo[3,4-c]pyridine-3-carboxamide